(2S,4R)-4-fluoropyrrolidine-1,2-dicarboxylic acid 1-tert-butyl 2-methyl ester COC(=O)[C@H]1N(C[C@@H](C1)F)C(=O)OC(C)(C)C